OCCC=1N=C(N(C1)C=1C=CC=2N(C1)C(=CN2)C#N)C2=NC(=CC=C2)C 6-(4-(2-hydroxyethyl)-2-(6-methylpyridine-2-yl)-1H-imidazol-1-yl)imidazo[1,2-a]pyridine-3-carbonitrile